COC1=C(C=CC(=C1)C=1C=NN(C1)C)NC=1N=CC2=C(N1)C(=NC=C2)NCC2(COCC2)C N2-(2-methoxy-4-(1-methyl-1H-pyrazol-4-yl)phenyl)-N8-((3-methyltetrahydrofuran-3-yl)methyl)pyrido[3,4-d]pyrimidine-2,8-diamine